bis[1,3-dimethyl-3-(tert-pentylperoxy) butyl] carbonate C(OC(CC(C)(OOC(C)(C)CC)C)C)(OC(CC(C)(OOC(C)(C)CC)C)C)=O